(2r,5r)-5-hydroxy-2-methylpiperidine-1-carboxylic acid tert-butyl ester C(C)(C)(C)OC(=O)N1[C@@H](CC[C@H](C1)O)C